Cl.CN(C)CC1(SC=C(N1)CO)N 2-(dimethylaminomethyl)-4-hydroxymethylthiazoleamine hydrochloride